CCCN1CCCC[C@H]1C(=O)NC2=C(C=CC=C2C)C The molecule is a piperidinecarboxamide-based amide-type local anaesthetic (amide caine) in which (S)-N-propylpipecolic acid and 2,6-dimethylaniline are combined to form the amide bond. It has a role as a local anaesthetic. It is a piperidinecarboxamide and a ropivacaine.